C(#N)CC1(CN(C1)C1CCN(CC1)C(=O)NC=1C=NC=CC1C(F)(F)F)N1C=C(C=C1)C=1C2=C(N=CN1)NC=C2 4-{3-(cyanomethyl)-3-[3-(7H-pyrrolo[2,3-d]pyrimidin-4-yl)-1H-pyrrol-1-yl]azetidin-1-yl}-N-[4-(trifluoro-methyl)pyridin-3-yl]piperidine-1-carboxamide